(3-ethyl-1-(4-(3-methoxycyclobutoxy)-6-(tetrahydrofuran-3-yl)pyridin-2-yl)-1H-pyrazolo[4,3-c]pyridin-6-yl)acetamide C(C)C1=NN(C2=C1C=NC(=C2)CC(=O)N)C2=NC(=CC(=C2)OC2CC(C2)OC)C2COCC2